CC(C)C(CC(=O)O)CCC(=O)O 3-(1-methylethyl)-adipic acid